3-(benzo[b]thiophen-5-yl)-6-chloroimidazo[1,2-b]pyridazine S1C2=C(C=C1)C=C(C=C2)C2=CN=C1N2N=C(C=C1)Cl